NC=1C=C2CC(C(N(C2=CC1)CC1=CC=CC=C1)=O)CC#N 2-(6-amino-1-benzyl-2-oxo-1,2,3,4-tetrahydroquinolin-3-yl)acetonitrile